C(CCCCCC\C=C/C\C=C/CCCCC)C(O[Si](OCCCCCCN(CCO)CCO)(C)C)OCCCCCCCCC1C(C1)CCCCCCCC 13-((8Z,11Z)-heptadeca-8,11-dien-1-yl)-3-(2-hydroxyethyl)-11,11-dimethyl-22-(2-octylcyclopropyl)-10,12,14-trioxa-3-aza-11-siladocosan-1-ol